13,27-Dimethylnonatriacontane CC(CCCCCCCCCCCC)CCCCCCCCCCCCCC(CCCCCCCCCCCC)C